(2R,3R,4S,5R)-2-(2-chloroacetoxy)-6-(dodecylthio)-6-oxohexane-1,3,4,5-tetrayltetrabenzoate ClCC(=O)O[C@H](CC1=C(C(=O)[O-])C=CC=C1)[C@H]([C@@H]([C@@H](C(=O)SCCCCCCCCCCCC)C1=C(C(=O)[O-])C=CC=C1)C1=C(C(=O)[O-])C=CC=C1)C1=C(C(=O)[O-])C=CC=C1